1-(3,3,3-Trifluoro-2-propoxypropyl)-1H-pyrazol-3-amine Potassium tert-butoxide CC(C)(C)[O-].[K+].FC(C(CN1N=C(C=C1)N)OCCC)(F)F